di-tert-butyl [3-(3-(4-(2-cyclohexylethyl)benzyl)isoxazol-5-yl)pyridin-2-yl]imidodicarbonate C1(CCCCC1)CCC1=CC=C(CC2=NOC(=C2)C=2C(=NC=CC2)N(C(=O)OC(C)(C)C)C(=O)OC(C)(C)C)C=C1